1-ethyl-3-Methylimidazolium iodine [I+].C(C)N1C=[N+](C=C1)C